bis(salicyl)isophthalate C(C=1C(O)=CC=CC1)OC(C1=CC(C(=O)OCC=2C(O)=CC=CC2)=CC=C1)=O